CC1=C(C=NC=C1)OC1=CC=C(C=C1)C1CN(C1)C(=O)N1C[C@@H]2[C@@H](OCC(N2)=O)CC1 (+)-(4aR,8aS)-6-[3-[4-[(4-Methyl-3-pyridyl)oxy]phenyl]azetidine-1-carbonyl]-4,4a,5,7,8,8a-hexahydropyrido[4,3-b][1,4]oxazin-3-one